(1R,3S)-3-{5-[(1-oxo-2,3-dihydro-1H-inden-5-yl)amino]-1H-pyrazol-3-yl}cyclopentyl [(4-nitrophenyl)oxy]methanoate [N+](=O)([O-])C1=CC=C(C=C1)OC(=O)O[C@H]1C[C@H](CC1)C1=NNC(=C1)NC=1C=C2CCC(C2=CC1)=O